[N+](=O)([O-])C1=C(C(=CC(=C1)[N+](=O)[O-])[N+](=O)[O-])NN1C2=CC=CC=C2C=2C=CC=CC12 N-(2,4,6-trinitrophenyl)carbazol-9-amine